FC(C(=O)O)(F)F.C1(=CC=CC=C1)CC(=O)N 2-phenylacetamide, trifluoroacetate salt